(Sa)-6-(1-([1,1'-Biphenyl]-4-ylmethyl)-4-chloro-1H-indol-7-carboxamido)spiro[3.3]heptan C1(=CC=C(C=C1)CN1C=CC2=C(C=CC(=C12)C(=O)NC1CC2(CCC2)C1)Cl)C1=CC=CC=C1